C[C@H]1N(C[C@@H](N(C1)C(C(=O)NC=1C2=C(C=NC1)C=NN2)=O)C2=CC(=CC=C2)N2CCN(CC2)C)C(C(C)(C)C)=O 2-((2S,5R)-5-methyl-2-(3-(4-methylpiperazin-1-yl)phenyl)-4-pivaloylpiperazin-1-yl)-2-oxo-N-(1H-pyrazolo[4,3-c]pyridin-7-yl)acetamide